2-{5h,6h,7h,8h-imidazo[1,5-a]pyrazin-7-yl}-5-[(5-methoxypyridin-2-yl)methoxy]-1,3-benzoxazole C=1N=CN2C1CN(CC2)C=2OC1=C(N2)C=C(C=C1)OCC1=NC=C(C=C1)OC